(R)-3-(4-fluorobenzyl)-5,6-dimethyl-N-(1-methylpyrrolidin-3-yl)pyrazin-2-amine FC1=CC=C(CC=2C(=NC(=C(N2)C)C)N[C@H]2CN(CC2)C)C=C1